N-trityl-morpholinoguanosine C(C1=CC=CC=C1)(C1=CC=CC=C1)(C1=CC=CC=C1)NC=1NC(C=2N=CN([C@]3([C@H](O)[C@H](O)[C@@H](CO)O3)N3CCOCC3)C2N1)=O